BrC=1C=C2C(N(C(NC2=CC1)=O)C1=C(C=CC=C1C)C)=O 6-bromo-3-(2,6-dimethylphenyl)quinazoline-2,4(1H,3H)-dione